2,2-dilinoleyl-4-(3-dimethylaminopropyl)-[1,3]-dioxolane C(CCCCCCC\C=C/C\C=C/CCCCC)C1(OCC(O1)CCCN(C)C)CCCCCCCC\C=C/C\C=C/CCCCC